CN(C(=O)C=1C(=NC=CC1)S(=O)(=O)O)C 3-(dimethylcarbamoyl)pyridine-2-sulfonic acid